1-[3-(m-tolyl)-1,2,4-oxadiazol-5-yl]ethanamine hydrochloride Cl.C1(=CC(=CC=C1)C1=NOC(=N1)C(C)N)C